4-((1S,3S)-3-hydroxy-4,4-dimethylcyclohexylamino)pyrimidine-5-carboxamide O[C@H]1C[C@H](CCC1(C)C)NC1=NC=NC=C1C(=O)N